4-{(S)-2-(2-Cyclopropylthiazol-4-yl)-2-[(S)-2-(methoxy-carbonyl)-3-phenylpropanamido]ethyl}phenylsulfamic acid C1(CC1)C=1SC=C(N1)[C@H](CC1=CC=C(C=C1)NS(O)(=O)=O)NC([C@H](CC1=CC=CC=C1)C(=O)OC)=O